FC=1C=CC(=NC1)NC(=O)C1=C(OC=2N=CN=C(C21)NC2(CC2)C)C N-(5-fluoropyridin-2-yl)-6-methyl-4-[(1-methylcyclopropyl)amino]furo[2,3-d]pyrimidine-5-carboxamide